N4-(4-([1,2,4]Triazolo[1,5-a]pyridin-7-yloxy)-2-methoxy-5-methylphenyl)-7-methoxyquinazoline-4,6-diamine N=1C=NN2C1C=C(C=C2)OC2=CC(=C(C=C2C)NC2=NC=NC1=CC(=C(C=C21)N)OC)OC